3-(5-(((1-(4-(5,7-dimethoxy-4-oxo-3,4-dihydroquinazolin-2-yl)phenyl)piperidin-4-yl)(methyl)amino)methyl)-7-fluoro-1-oxoisoindolin-2-yl)piperidine-2,6-dione COC1=C2C(NC(=NC2=CC(=C1)OC)C1=CC=C(C=C1)N1CCC(CC1)N(C)CC=1C=C2CN(C(C2=C(C1)F)=O)C1C(NC(CC1)=O)=O)=O